6-nitro-2-(4-nitrophenyl)-3H-quinazolin-4-one [N+](=O)([O-])C=1C=C2C(NC(=NC2=CC1)C1=CC=C(C=C1)[N+](=O)[O-])=O